ACETAMIDOPROPYLTRIMETHOXYSILANE C(C)(=O)NCCC[Si](OC)(OC)OC